ClC1=C(C(=CC=C1F)F)C(C)OC=1C=C(C=NC1N)C=1C=NC=CC1 5-[1-(2-chloro-3,6-difluoro-phenyl)-ethoxy]-[3,3']bipyridinyl-6-ylamine